CN(C(CCCCCCCCC)CCCCCCCCCCCC=CCC=CCCCCC)C N,N-dimethylhentriacont-22,25-dien-10-amine